CC1(OB(OC1(C)C)C1=CC2=C(N(C=N2)C2CN(C2)C(=O)OC(C)(C)C)C(=C1)C(F)(F)F)C tert-butyl 3-[5-(4,4,5,5-tetramethyl-1,3,2-dioxaborolan-2-yl)-7-(trifluoromethyl)-1,3-benzodiazol-1-yl]azetidine-1-carboxylate